2-(3-(trifluoromethyl)phenylamino)acethydrazide FC(C=1C=C(C=CC1)NCC(=O)NN)(F)F